FC(S(=O)(=O)O)(F)F.P phosphane trifluoromethanesulfonate